COC1=CC=CC2=C1N=C(O2)CNC 1-(4-methoxybenzo[d]oxazol-2-yl)-N-methylmethanamine